N1N=C(C=C1)C1=C(C(=O)N)C=CC=C1 (1H-pyrazol-3-yl)benzamide